BrC=1C=C(C[C@@H]2N(CC[C@@H]2NS(=O)(=O)CF)C(=O)OC(C)(C)C)C=CC1 tert-butyl (2S,3S)-2-(3-bromobenzyl)-3-(((fluoromethyl)sulfonyl)amino)pyrrolidine-1-carboxylate